3-fluoro-6-(2-thienyl)chromanone FC1C(OC2=CC=C(C=C2C1)C=1SC=CC1)=O